OCC(C(=O)O)(CCCC)CO 2,2-di(hydroxymethyl)hexanoic acid